8-(N-5-methylsalicyloyl)aminocaprylic acid CC1=CC=C(C(C(=O)NCCCCCCCC(=O)O)=C1)O